ClC1=C(C=CC=C1)C1=C(C=NO1)C(=O)N1CCOCC1 (5-(2-chlorophenyl)isoxazol-4-yl)(morpholinyl)methanone